FC1=CC=C(C=C1)C1=CC=C2C(CN(C2=C1)C(=O)OC(C)(C)C)C(=O)OC 1-(tert-butyl) 3-methyl 6-(4-fluorophenyl)indoline-1,3-dicarboxylate